CN(\C=C(/C(=O)OC)\C1CN(C1)C(=O)OC(C)(C)C)C tert-butyl 3-[(1Z)-1-(dimethylamino)-3-methoxy-3-oxoprop-1-en-2-yl]azetidine-1-carboxylate